ClC1=C(C(=O)C2=CNC3=NC=C4C(=C32)NC(=N4)CNC(C)=O)C=CC(=C1)OC1=CC=CC=C1 N-((8-(2-chloro-4-phenoxybenzoyl)-1,6-dihydroimidazo[4,5-d]pyrrolo[2,3-b]pyridin-2-yl)methyl)acetamide